1-phenyl-2-((5-(pyridin-4-yl)-4H-1,2,4-triazol-3-yl)thio)ethan-1-one C1(=CC=CC=C1)C(CSC1=NN=C(N1)C1=CC=NC=C1)=O